glycine tert-butyl ester hydrochloride salt Cl.C(C)(C)(C)OC(CN)=O